ammonium laurylsulfate salt C(CCCCCCCCCCC)OS(=O)(=O)[O-].[NH4+]